C(C)(C)[Sn]C Isopropyl-methyl-tin